4-((1S,2S)-2-hydroxycyclopentylamino)-2-((1r,4S)-4-methoxycyclohexylamino)pyrimidine-5-carboxamide O[C@@H]1[C@H](CCC1)NC1=NC(=NC=C1C(=O)N)NC1CCC(CC1)OC